2,3-dibromobut-2-en-1,4-diyl bis(2-bromobutyrate) BrC(C(=O)OCC(=C(COC(C(CC)Br)=O)Br)Br)CC